COC1=C(C=CC=C1)C=1C(=CN=NC1)C(=O)NC=1SC2=NC(=CC=C2N1)OC1=CC=C(C=C1)S(=O)(=O)C 5-(2-methoxyphenyl)-N-(5-(4-(methylsulfonyl)phenoxy)thiazolo[5,4-b]pyridin-2-yl)pyridazine-4-carboxamide